(6-methoxynaphthalen-2-yl)(piperidin-3-yl)methanone COC=1C=C2C=CC(=CC2=CC1)C(=O)C1CNCCC1